NC=1SC=C(N1)C1=C(N=CS1)C 5-(2-aminothiazole-4-yl)-4-methylthiazole